(R/S)-2-(5-(difluoromethyl)isoindolin-2-yl)-4-((1-(hydroxymethyl)cyclobutyl)amino)-6,7-dihydrothieno[3,2-d]pyrimidine 5-oxide FC(C=1C=C2CN(CC2=CC1)C=1N=C(C2=C(N1)CC[S@]2=O)NC2(CCC2)CO)F |r|